C(C1=CC=CC=C1)OC(=O)N[C@H]1CN(CCC1)C(=O)OC(C)(C)C tert-Butyl (3R)-3-(benzyloxycarbonylamino)piperidine-1-carboxylate